N-((2S)-1,1-dicyclopropyl-3-((2-(((R)-4-isopropyl-2-oxoimidazolidin-1-yl)methyl)indolin-6-yl)amino)-3-oxopropan-2-yl)-1-isopropyl-1H-pyrazole-5-carboxamide C1(CC1)C([C@@H](C(=O)NC1=CC=C2CC(NC2=C1)CN1C(N[C@@H](C1)C(C)C)=O)NC(=O)C1=CC=NN1C(C)C)C1CC1